NC=1C(=NC(=CC1)C)C(=O)O 3-amino-6-methylpicolinic acid